C1C[C@H](CNC1)O.Cl (R)-(+)-3-hydroxypiperidine hydrochloride